C(CCCCCCC)OCOCCCC(CC(CC(C)O)C)C 8-hydroxy-4,6-dimethylnonyl octyloxymethyl ether